C(C)OCCN1C(=NC2=C1C=CC=C2)C2CCN(CC2)CCC2=CC=C(C=C2)C(C(=O)O)(C)C 2-[4-(2-{4-[1-(2-ethoxyethyl)-1H-benzimidazol-2-yl]-1-piperidinyl}ethyl)phenyl]-2-methylpropanoic acid